N-(((4-bromo-2,5-dimethoxyphenethyl)azanediyl)bis(methylene))dibenzamide BrC1=CC(=C(CCN(CC2=C(C(=O)N)C=CC=C2)CC2=C(C(=O)N)C=CC=C2)C=C1OC)OC